BrC1=CC(=C(C(=O)N)C=C1)NC(=O)NC1=CC(=CC(=C1)OC)Cl 4-bromo-2-[3-(3-chloro-5-methoxyphenyl)ureido]benzamide